CC1=CC=C(C=C1)S(=O)(=O)O.C12COCC(N1)C2 3-oxa-6-azabicyclo[3.1.1]heptane 4-toluenesulfonate